1-(2,6-dibenzyloxy-3-pyridyl)-4-[4-[4-(dimethoxymethyl)cyclohexoxy]-1-piperidyl]benzimidazole C(C1=CC=CC=C1)OC1=NC(=CC=C1N1C=NC2=C1C=CC=C2N2CCC(CC2)OC2CCC(CC2)C(OC)OC)OCC2=CC=CC=C2